C(C)(C)(C)OC(=O)N[C@@H]1CCOC2=CC=C(C=C12)OCCCCCCOCCOCCOCCCCCC(=O)OC (R)-methyl 6-(2-(2-(6-(4-(tert-butoxycarbonylamino)chroman-6-yloxy)hexyloxy)ethoxy)ethoxy)hexanoate